ClC1=C(C=C(C=C1)NC(NCCCN1N=C2C=CC=CC2=C1C(=O)N)=O)C 2-(3-(3-(4-chloro-3-methylphenyl)ureido)propyl)-2H-indazole-3-carboxamide